benz[m]anthracene C=1C=CCC23C1C1=CC=CC=C1C=C3C=CC=C2